NC1=NC=C(C=C1C=1C=CC(N(N1)C1=CC(=CC(=C1)OC)OC)=O)C=1C=NN(C1)C1CCN(CC1)CCOC 6-(2-amino-5-(1-(1-(2-methoxyethyl)piperidin-4-yl)-1H-pyrazol-4-yl)pyridin-3-yl)-2-(3,5-dimethoxyphenyl)pyridazin-3(2H)-one